COC1=NC=C(C(=N1)OC)C1=CC2=C(N=CN=C2N2CC(CC2)OC2=CC=C(C=N2)C#N)S1 6-[1-[6-(2,4-Dimethoxypyrimidin-5-yl)thieno[2,3-d]pyrimidin-4-yl]pyrrolidin-3-yl]oxypyridine-3-carbonitrile